FC=1C=NC=CC1COC1=CC=CC(=N1)C1CCNCC1 4-(6-((3-fluoropyridin-4-yl)methoxy)pyridin-2-yl)piperidine